(5-iodo-4-(methylthio)-2-phenylthieno[2,3-d]pyrimidin-6-yl)(piperidin-1-yl)methanone IC1=C(SC=2N=C(N=C(C21)SC)C2=CC=CC=C2)C(=O)N2CCCCC2